C1=CC2=C(C=CC3=C2C(=C1)C(=O)OC3=O)Cl 4-chloronaphthalic anhydride